CC1=CC(=NO1)CC(=O)NN 2-(5-methylisoxazol-3-yl)acethydrazide